ClC1=C(C(=O)O)C(=C(C(=N1)OC)OC)O 2-chloro-4-hydroxy-5,6-dimethoxynicotinic acid